C(C)(CC)OC([C@@H](F)Br)=O (S)-2-bromo-2-fluoroacetic acid sec-butyl ester